Cl.CN1N=CC(=C1)S(=O)(=O)NN[C@@H]1CN(CC1)C (1-methyl-1H-pyrazol-4-yl)-N-[(3S)-1-methylpyrrolidin-3-yl]amino-sulfonamide hydrochloride